C(#N)C=1C=C(C=NC1O[C@H]1COCC1)C1=C2CC[C@H](C2=C(C=C1)F)OC1=CC=C(C=C1)[C@H](CC(=O)O)C#CC (S)-3-(4-(((R)-4-(5-Cyano-6-(((R)-tetrahydrofuran-3-yl)oxy)pyridin-3-yl)-7-fluoro-2,3-dihydro-1H-inden-1-yl)oxy)phenyl)hex-4-ynoic Acid